OC1CCN(CC1)C1=C2C=CN(C2=CC=C1)C1C(NC(CC1)=O)=O 3-[4-(4-hydroxy-1-piperidinyl)indol-1-yl]piperidine-2,6-dione